C1(CCCCC1)C1=CC=C(C=C1)N(C1=CC=2C(C3=CC=CC=C3C2C=C1)(C)C)C1=CC=C(C=C1)C1CCCCC1 N,N-bis(4-cyclohexylphenyl)-N-(9,9-dimethyl-9H-fluoren-2-yl)amine